2-(4-bromo-2-chlorophenoxy)acetonitrile BrC1=CC(=C(OCC#N)C=C1)Cl